Lithium telluride [Te-2].[Li+].[Li+]